3-(5-(4-(1-((2-(2-(Cyclohexylmethoxy)-4,6-bis(methoxymethoxy)-3-methylbenzoyl)isoindolin-5-yl)methyl)piperidine-4-carbonyl)piperazin-1-yl)-1-oxoisoindolin-2-yl)piperidine-2,6-dione C1(CCCCC1)COC1=C(C(=O)N2CC3=CC=C(C=C3C2)CN2CCC(CC2)C(=O)N2CCN(CC2)C=2C=C3CN(C(C3=CC2)=O)C2C(NC(CC2)=O)=O)C(=CC(=C1C)OCOC)OCOC